NC1=C2N=CN(C2=NC(=N1)F)C1CCC(CC1)C(=O)NC=1SC2=C(N1)CCC(C2)(F)F 4-(6-amino-2-fluoro-9H-purin-9-yl)-N-(6,6-difluoro-4,5,6,7-tetrahydro-1,3-benzothiazol-2-yl)cyclohexanecarboxamide